2-(4-morpholinyl)-4H-pyrimido[2,1-a]isoquinolin-4-one N1(CCOCC1)C=1N=C2N(C=CC3=CC=CC=C23)C(C1)=O